N[C@H](C)C(=O)O (R)-alanine